(3aR,4R,5R,7S,8S,9R,9aS,12R)-5,8-dihydroxy-4,7,9,12-tetramethyl-7-vinyloctahydro-4,9a-propanocyclopenta[8]annulen-3(3aH)-one O[C@H]1[C@]2([C@H]3[C@]([C@H]([C@@H]([C@@](C1)(C=C)C)O)C)(CCC3=O)CC[C@H]2C)C